NC=1C(=NC=CC1)NCCCN(CCCCCCCC(=O)OC(CCCCCCCC)CCCCCCCC)CCCCCCCC(OC(CC)CCCCCCCC)=O Heptadecan-9-yl 8-((3-((3-aminopyridin-2-yl)amino)propyl)(8-oxo-8-(undecan-3-yloxy)octyl)amino)octanoate